chromous iodide [I-].[Cr+2].[I-]